1,5-dimethyl-4-(trimethylsilyl)ethynyl-1H-pyrazole CN1N=CC(=C1C)C#C[Si](C)(C)C